(±)-6-(6-Phenyl-3-((4-(trifluoromethyl)phenyl)mercapto)-1H-indol-4-amido)spiro[3.3]heptane-2-carboxylic acid C1(=CC=CC=C1)C=1C=C(C=2C(=CNC2C1)SC1=CC=C(C=C1)C(F)(F)F)C(=O)NC1CC2(CC(C2)C(=O)O)C1